C(C1=CC=CC=C1)OC1=NC(=CC=C1C1=CC=C(C=C1)N1CCC(CC1)CCC1CCC2(OCCO2)CC1)OCC1=CC=CC=C1 2,6-dibenzyloxy-3-[4-[4-[2-(1,4-dioxaspiro[4.5]dec-8-yl)ethyl]-1-piperidinyl]phenyl]pyridine